tris(p-t-butylphenyl)silanol C(C)(C)(C)C1=CC=C(C=C1)[Si](O)(C1=CC=C(C=C1)C(C)(C)C)C1=CC=C(C=C1)C(C)(C)C